6'-bromo-2',5'-dimethyl-5'H-spiro[cyclopropane-1,4'-[1,2,4]triazolo[1,5-a]quinoxaline] BrC1=C2N(C3(C=4N(C2=CC=C1)N=C(N4)C)CC3)C